fluoro-6-hydroxy-5-(1-(hydroxyimino)ethyl)-[1,1'-biphenyl]-3-carboxylate FC1=C(C(=C(C=C1C(=O)[O-])C(C)=NO)O)C1=CC=CC=C1